C(C1=CC=CC=C1)OC=1C(C(=CN2C1C(N1[C@H](CC[C@@H]([C@H]2C1)OC)CO)=O)C(=O)NCC1=C(C=C(C=C1)F)F)=O (3R,6S,7R)-12-(benzyloxy)-N-(2,4-difluorobenzyl)-3-(hydroxymethyl)-6-methoxy-1,11-dioxo-1,4,5,6,7,11-hexahydro-3H-2,7-methanopyrido[1,2-a][1,4]diazonine-10-carboxamide